1-(5-(tert-butyl)isoxazol-3-yl)-3-(4-(7-methoxyimidazo[1,2-a]pyridine-3-carbonyl)phenyl)urea C(C)(C)(C)C1=CC(=NO1)NC(=O)NC1=CC=C(C=C1)C(=O)C1=CN=C2N1C=CC(=C2)OC